FC=1C=C(C=C(C1)F)C1=NOC(C1)(C(=O)NC1COCC1C(NC)=O)C 3-(3,5-difluorophenyl)-5-methyl-N-[4-(methylcarbamoyl)tetrahydrofuran-3-yl]-4H-isoxazole-5-carboxamide